COC(C1=C(C=C(C(=C1)F)F)NC(=O)N)=O 4,5-difluoro-2-ureido-benzoic acid methyl ester